ClCC(CNC(OC(C)(C)C)=O)=CF tert-butyl (2-(chloromethyl)-3-fluoroallyl)carbamate